Cl.Cl.ClC1=C(C=CC(=C1)C1=NC=NN2C1=CC(=C2)N2CCOCC2)CN (2-chloro-4-(6-morpholinopyrrolo[2,1-f][1,2,4]triazin-4-yl)phenyl)methanamine hydrochloride HCl